C1OCC12CC(C2)OC2=C(C=C(C(=C2)Cl)C#N)NS(=O)(=O)C=2C=C(C(=O)OC)C=CC2C2CC2 methyl 3-(N-(2-((2-oxaspiro[3.3]heptan-6-yl)oxy)-4-chloro-5-cyanophenyl)sulfamoyl)-4-cyclopropylbenzoate